ClC1=NC=2N(C3=CC=C(C=C3C2)C(=O)OC)C2=C1C=CN=C2 methyl 5-chloropyrido[4',3':5,6]pyrimido[1,2-a]indole-9-carboxylate